CN(C(=O)C1CCNCC1)[C@H](C(F)(F)F)C1=CC=C(C=C1)NC=1C(=C2C(=NC1)SC(=N2)C)[C@H](C)OC N-methyl-N-((S)-2,2,2-trifluoro-1-(4-((7-((S)-1-methoxyethyl)-2-methylthiazolo[5,4-b]pyridin-6-yl)amino)phenyl)ethyl)piperidine-4-carboxamide